(S)-quinuclidin-3-yl (6'-(4-propylphenyl)-3',4'-dihydro-1'H-spiro[cyclopropane-1,2'-naphthalen]-1'-yl)carbamate C(CC)C1=CC=C(C=C1)C=1C=C2CCC3(C(C2=CC1)NC(O[C@@H]1CN2CCC1CC2)=O)CC3